C(C=C)(=O)N=C=O acrylic, Isocyanate